tert-butyl 4-(1-(2,6-dioxopiperidin-3-yl)-2-oxo-1,2,5,6-tetrahydro-4H-imidazo[4,5,1-ij]quinolin-7-yl)piperazine-1-carboxylate O=C1NC(CCC1N1C(N2CCCC3=C(C=CC1=C23)N2CCN(CC2)C(=O)OC(C)(C)C)=O)=O